(rac)-(6-(3-(tert-Butyl)phenoxy)-2-azaspiro[3.4]octan-2-yl)((1s,3s)-3-hydroxy-3-methylcyclobutyl)methanone C(C)(C)(C)C=1C=C(O[C@H]2CC3(CN(C3)C(=O)C3CC(C3)(C)O)CC2)C=CC1 |r|